1,6-diazaspiro[3.4]octane-1-carboxylic acid tert-butyl ester C(C)(C)(C)OC(=O)N1CCC12CNCC2